CN(C(=O)[C@H]1N(C(N(C1)C(=O)OC(C)(C)C)=O)C1=NC(=CC(=C1)C(F)(F)F)C)C1=CC=C2C(=N1)N(C=C2)C (S)-tert-butyl 4-(methyl(1-methyl-1H-pyrrolo[2,3-b]pyridin-6-yl)carbamoyl)-3-(6-methyl-4-(trifluoromethyl)pyridin-2-yl)-2-oxoimidazolidine-1-carboxylate